C1(C=CC2=CC=CC=C12)[Fe]C1(C(=C(C(=C1C)C)C)C)C indenyl-pentamethylcyclopentadienyliron